C(CCCCCCCCCCCCC)(=O)OCC(CO)O 2,3-dihydroxyprop-1-yl myristate